(S)-(4-bromophenyl)(3-fluoropyrrolidin-1-yl)methanone BrC1=CC=C(C=C1)C(=O)N1C[C@H](CC1)F